ClC1=C(C=CC=C1)C(CS(=O)(=O)C1=CC=CC=C1)=O 1-(2-chlorophenyl)-2-(phenylsulfonyl)ethanone